6-fluoro-1-((1s,4s)-4-hydroxycyclohexyl)-2-methylquinolin-4(1H)-one FC=1C=C2C(C=C(N(C2=CC1)C1CCC(CC1)O)C)=O